5-(furan-3-ylmethoxy)-2-methylbenzofuran-3-carboxylic acid O1C=C(C=C1)COC=1C=CC2=C(C(=C(O2)C)C(=O)O)C1